COC1=CC=C(C=N1)C=1N=C2N(C=CC=N2)C1C1=CC(=NC=C1)C 2-(6-Methoxypyridin-3-yl)-3-(2-methylpyridin-4-yl)imidazo[1,2-a]pyrimidine